BrC=1C=C2C(=C(C=NC2=CC1)N(C(OC(C)(C)C)=O)C)CBr tert-Butyl (6-bromo-4-(bromomethyl)quinolin-3-yl)(methyl)carbamate